OCC1=CC=C(O1)/C=N/O (E)-5-(hydroxymethyl)furan-2-carbaldehyde oxime